N-(2-aminoethyl)-2-[(2R)-4-[3-(dimethylamino)-5-(trifluoromethyl)pyridine-2-carbonyl]-2-ethylpiperazin-1-yl]-5-(2-ethoxypyridin-3-yl)benzamide NCCNC(C1=C(C=CC(=C1)C=1C(=NC=CC1)OCC)N1[C@@H](CN(CC1)C(=O)C1=NC=C(C=C1N(C)C)C(F)(F)F)CC)=O